[N+](=O)([O-])C=1SC(=CC1Br)[N+](=O)[O-] 2,5-dinitro-3-bromo-thiophene